(8-methoxy-2-(6-methoxypyridin-3-yl)-2,3-dihydrobenzo[b][1,4]dioxin-6-yl)boronic acid COC1=CC(=CC2=C1OC(CO2)C=2C=NC(=CC2)OC)B(O)O